ClC(N(C)C)=[N+](C)C [chloro(dimethylamino)methylidene]dimethylammonium